C(C1=CC=CC=C1)(C1=CC=CC=C1)(C1=CC=CC=C1)NC1=C2N=CN(C2=NC=N1)[C@H]1[C@@H]([C@@H]([C@H](O1)COC(C1=CC=CC=C1)(C1=CC=CC=C1)C1=CC=CC=C1)O)OC(C1=CC=CC=C1)(C1=CC=CC=C1)C1=CC=CC=C1 (2R,3R,4R,5R)-5-(6-(tritylamino)-9H-purin-9-yl)-4-(trityloxy)-2-((trityloxy)-methyl)tetrahydrofuran-3-ol